10-methoxy-5,6-dimethyl-6H-pyrido[4,3-b]carbazole-1-carboxylic acid COC=1C=2C=3C=C4C(=C(C3N(C2C=CC1)C)C)C=CN=C4C(=O)O